2-(phenylsulfanyl)-1-(4-(5-(trifluoromethyl)-1,2,4-oxadiazol-3-yl)phenyl)ethan-1-one C1(=CC=CC=C1)SCC(=O)C1=CC=C(C=C1)C1=NOC(=N1)C(F)(F)F